N-(2-chloro-4-(trifluoromethyl)phenyl)-2-(2-(3,6-dihydro-2H-pyran-4-yl)-6-((2R,3S)-2,3-dimethylpiperazin-1-yl)-5-ethyl-7-oxo-[1,2,4]triazolo[1,5-a]pyrimidin-4(7H)-yl)acetamide ClC1=C(C=CC(=C1)C(F)(F)F)NC(CN1C=2N(C(C(=C1CC)N1[C@@H]([C@@H](NCC1)C)C)=O)N=C(N2)C=2CCOCC2)=O